3-(3-methyl-2-oxo-4-(piperidin-4-yl)-2,3-dihydro-1H-benzo[d]-imidazol-1-yl)piperidine-2,6-dione TFA salt OC(=O)C(F)(F)F.CN1C(N(C2=C1C(=CC=C2)C2CCNCC2)C2C(NC(CC2)=O)=O)=O